C(C)(=O)NC1=C(C(=O)NC=2N=NC(=CC2)NC)C=CC=C1 2-acetamido-N-(6-(methylamino)pyridazin-3-yl)benzamide